2-(methyl(2-oxo-4-phenyl-2H-chromen-7-yl)amino)propenamide CN(C(C(=O)N)=C)C1=CC=C2C(=CC(OC2=C1)=O)C1=CC=CC=C1